chloro-1-phenyl-1,5-dihydro-4H-pyrazolo[3,4-d]pyrimidin-4-one ClC1=NN(C=2N=CNC(C21)=O)C2=CC=CC=C2